methyl 2-(3-{2-[(3R)-3-[5-cyclopropyl-3-(2-hydroxyphenyl)pyrrolo[3,2-c]pyridazin-6-yl]pyrrolidin-1-yl]pyrimidin-5-yl}-1,2-oxazol-5-yl)-3-methylbutanoate C1(CC1)N1C(=CC=2N=NC(=CC21)C2=C(C=CC=C2)O)[C@H]2CN(CC2)C2=NC=C(C=N2)C2=NOC(=C2)C(C(=O)OC)C(C)C